6-bromo-5-chloro-4-(4-[[4-fluoro-2-(trifluoromethyl)phenyl]methyl]-3-oxopiperazin-1-yl)-2,3-dihydropyridazin-3-one BrC=1C(=C(C(NN1)=O)N1CC(N(CC1)CC1=C(C=C(C=C1)F)C(F)(F)F)=O)Cl